(2r)-amino(4-hydroxyphenyl)acetic acid N[C@@H](C(=O)O)C1=CC=C(C=C1)O